2-(pyridin-2-ylthio)-1-(4-(5-(trifluoromethyl)-1,2,4-oxadiazol-3-yl)phenyl)ethan-1-one N1=C(C=CC=C1)SCC(=O)C1=CC=C(C=C1)C1=NOC(=N1)C(F)(F)F